gamma-L-glutamylputrescine C(CCNC(=O)CC[C@@H](C(=O)O)N)CN